COC1=CC2=C(NC(S2)=S)C=C1 6-methoxybenzo[d]thiazole-2(3H)-thione